FC1=C(C(=O)NCCS(=O)(=O)C)C=CC=C1 2-fluoro-N-(2-methylsulfonylethyl)benzamide